1-(1-((4-Fluoropiperidin-4-yl)methyl)-1H-indol-4-yl)dihydropyrimidine-2,4(1H,3H)-dione FC1(CCNCC1)CN1C=CC2=C(C=CC=C12)N1C(NC(CC1)=O)=O